ClC1=C(C(=CC=C1)C)C1=NOC(=C1CO[C@H]1[C@@H]2CN([C@H](C1)C2)C2=CC=C(C(=O)NS(=O)(=O)C1CCOCC1)C=C2)C2CC2 4-((1S,4S,5R)-5-((3-(2-chloro-6-methylphenyl)-5-cyclopropylisoxazol-4-yl)methoxy)-2-azabicyclo[2.2.1]heptan-2-yl)-N-((tetrahydro-2H-pyran-4-yl)sulfonyl)benzamide